OC(C(=O)N1CC2=C(N=C(NC2=O)C2(CC2)C2=CC=CC=C2)CC1)C1=CC(=CC=C1)C=1C=NC(=CC1)OC 6-(2-hydroxy-2-(3-(6-methoxypyridin-3-yl)phenyl)acetyl)-2-(1-phenylcyclopropyl)-5,6,7,8-tetrahydropyrido[4,3-d]pyrimidin-4(3H)-one